TriDecyl Alcohol C(CCCCCCCCCCCC)O